CC=1SC(=C(N1)C=O)C1=NC=CC=C1 (2-methyl-5-(pyridin-2-yl)thiazol-4-yl)methanone